(6-(3-methyl-2-oxoimidazolin-1-yl)-2-azabicyclo[2.2.1]heptane-2-yl)-5-((4-(4-Methylpiperidin-4-yl)phenyl)amino)-1,2,4-triazine-6-carboxamide CN1C(N(CC1)C1CC2CN(C1C2)C=2N=NC(=C(N2)NC2=CC=C(C=C2)C2(CCNCC2)C)C(=O)N)=O